5-(3-nitrobenzoyl)amino-3-(1-isobutylpiperidin-4-yl)-1H-indole [N+](=O)([O-])C=1C=C(C(=O)NC=2C=C3C(=CNC3=CC2)C2CCN(CC2)CC(C)C)C=CC1